N-(2-(furan-2-yl)-5-((methylamino)methyl)phenyl)-1-phenylmethanesulfonamide O1C(=CC=C1)C1=C(C=C(C=C1)CNC)NS(=O)(=O)CC1=CC=CC=C1